C1(CC1)C=1N=CN(C1)C1=CC=CC=2N1C=C(N2)C(=O)O 5-(4-cyclopropyl-1H-imidazol-1-yl)imidazo[1,2-a]pyridine-2-carboxylic acid